OCC=1C=C(C=NC1)[C@H](CC(=O)O)N1N=CC2=CC(=CC=C12)OCCC1=NC=2NCCCC2C=C1 (S)-3-(5-(Hydroxymethyl)pyridin-3-yl)-3-(5-(2-(5,6,7,8-tetrahydro-1,8-naphthyridin-2-yl)ethoxy)-1H-indazol-1-yl)propanoic acid